C(C)(=O)N1CCC(CC1)C1=NN2C(N(C3=C(C2=O)CN(C3=O)C(C)C)CC(=O)NC3=NC=C(C=C3)F)=C1 2-[2-(1-acetylpiperidin-4-yl)-5,8-dioxo-6-(propan-2-yl)-5,6,7,8-tetrahydro-4H-pyrazolo[1,5-a]pyrrolo[3,4-d]pyrimidin-4-yl]-N-(5-fluoropyridin-2-yl)acetamide